ClC1=NC=C(C(=N1)NC=1C=C2CC(N(C2=CC1)C)=O)C#N 2-chloro-4-((1-methyl-2-oxoindolin-5-yl)amino)pyrimidine-5-carbonitrile